(2S)-3-cyclohexyl-2-(((2-methyl-1-phenyl-propoxy)carbonyl)amino)propanoic acid C1(CCCCC1)C[C@@H](C(=O)O)NC(=O)OC(C(C)C)C1=CC=CC=C1